C1(=CC(=CC=C1)N1/C(/SCC1=O)=N/C(=O)NC1=C(C=C(C=C1)C1=NN(C=N1)C1=CC=C(C=C1)OC(F)(F)F)F)C1=CC=CC=C1 (Z)-1-(3-([1,1'-biphenyl]-3-yl)-4-oxothiazolidin-2-ylidene)-3-(2-fluoro-4-(1-(4-(trifluoromethoxy)phenyl)-1H-1,2,4-triazol-3-yl)phenyl)urea